N-tert-butoxycarbonyl-1,8-octanediamine C(C)(C)(C)OC(=O)NCCCCCCCCN